4-[[2,3-dimethyl-6-(2-methyl-4-pyridyl)benzimidazol-5-yl]amino]-2-(2,6-dioxo-3-piperidyl)isoindoline-1,3-dione CC=1N(C2=C(N1)C=C(C(=C2)NC2=C1C(N(C(C1=CC=C2)=O)C2C(NC(CC2)=O)=O)=O)C2=CC(=NC=C2)C)C